7-(1-fluoro-1-methyl-ethyl)imidazo[1,2-a]pyridine FC(C)(C)C1=CC=2N(C=C1)C=CN2